COC=1N=CC(=NC1)N1C[C@@H](CCC1)NC1=NC=NC(=C1)N1CCOCC1 (R)-N-(1-(5-Methoxypyrazin-2-yl)piperidin-3-yl)-6-morpholinopyrimidin-4-amine